3-(4-((cyclobutylmethyl)sulfonamido)phenyl)-5-(pyrazin-2-ylamino)-1H-pyrazole C1(CCC1)CS(=O)(=O)NC1=CC=C(C=C1)C1=NNC(=C1)NC1=NC=CN=C1